NC1=CC=CC=2C(C3=CC=CC=C3C(C12)=O)=O 4-Amino-anthraquinone